N-[(2-Amino-3-pyridyl)sulfonyl]-2-[(2S,5R)-2,5-dimethylpyrrolidin-1-yl]-6-(3-fluoro-5-isobutoxyphenyl)pyridin-3-carboxamid NC1=NC=CC=C1S(=O)(=O)NC(=O)C=1C(=NC(=CC1)C1=CC(=CC(=C1)OCC(C)C)F)N1[C@H](CC[C@H]1C)C